2-(4-cyclopropyl-6-methoxypyrimidin-5-yl)-5-methyl-7-(4-(5-methyl-3-(trifluoromethyl)-1H-pyrazol-1-yl)benzyl)-5H-pyrrolo[3,2-d]pyrimidine C1(CC1)C1=NC=NC(=C1C=1N=CC2=C(N1)C(=CN2C)CC2=CC=C(C=C2)N2N=C(C=C2C)C(F)(F)F)OC